monopropynyl ether C(#CC)OC#CC